ClC1=C(C=C2C=C(N=CC2=C1)NC(=O)C1C(C1)C1=NN(N=C1)C)N1CCN(CC1)C1(COCC1O)C N-(7-chloro-6-(4-(4-hydroxy-3-methyltetrahydrofuran-3-yl)piperazin-1-yl)isoquinolin-3-yl)-2-(2-methyl-2H-1,2,3-triazol-4-yl)cyclopropane-1-carboxamide